2-cyclopropyl-7-(dimethylamino)-4-{3-[(2-fluorophenyl)methoxy]phenyl}-[1,3]thiazolo[4,5-d]pyrimidin-5-one C1(CC1)C=1SC2=C(N(C(N=C2N(C)C)=O)C2=CC(=CC=C2)OCC2=C(C=CC=C2)F)N1